3-(3-{1-[(2-{3-[(tert-butyldimethylsilyl)oxy]-4-(1,3-dioxolan-2-yl)phenyl}ethyl)amino]-2,3-dihydro-1H-inden-5-yl}-5-phenylimidazo[4,5-b]pyridin-2-yl)pyridin-2-amine [Si](C)(C)(C(C)(C)C)OC=1C=C(C=CC1C1OCCO1)CCNC1CCC2=CC(=CC=C12)N1C(=NC=2C1=NC(=CC2)C2=CC=CC=C2)C=2C(=NC=CC2)N